CN1N=C(N=C1)C1=CC=C(C(=O)NC=2C=CC=C3C(=CC=NC23)C=2C=NN(C2)CC(F)(F)F)C=C1 4-(1-methyl-1H-1,2,4-triazol-3-yl)-N-(4-(1-(2,2,2-trifluoroethyl)-1H-pyrazol-4-yl)quinolin-8-yl)benzamide